tert-butyl 4-{[6,7-dimethoxy-2-(piperidin-1-yl)quinazolin-4-yl]amino}piperidine-1-carboxylate COC=1C=C2C(=NC(=NC2=CC1OC)N1CCCCC1)NC1CCN(CC1)C(=O)OC(C)(C)C